1-((S)-4-((S)-6-chloro-8-fluoro-7-(2-fluoro-6-hydroxy-phenyl)quinazolin-4-yl)-3-methyl-piperazin-1-yl)prop-2-en-1-one ClC=1C=C2C(=NC=NC2=C(C1C1=C(C=CC=C1O)F)F)N1[C@H](CN(CC1)C(C=C)=O)C